C1(CCCCC1)N1C(N(C(C(C1=O)C(=O)NCC(=O)O)=O)C1CCCCC1)=O N-[(1,3-dicyclohexylhexahydro-2,4,6-trioxopyrimidin-5-yl)carbonyl]glycine